N,N'-bis[β-(3,5-di-t-butyl-4-hydroxyphenyl)propionyl]hydrazine C(C)(C)(C)C=1C=C(C=C(C1O)C(C)(C)C)CCC(=O)NNC(CCC1=CC(=C(C(=C1)C(C)(C)C)O)C(C)(C)C)=O